[3-[2-(difluoromethoxy)-5-[[tris(propan-2-yl)silyl]sulfanyl]phenyl]-1-methyl-1H-pyrazol-4-yl]pyrazolo[1,5-a]pyrimidine-3-carboxamide FC(OC1=C(C=C(C=C1)S[Si](C(C)C)(C(C)C)C(C)C)C1=NN(C=C1C1=NN2C(N=CC=C2)=C1C(=O)N)C)F